lithium (trifluoromethyl)imidazole FC(F)(F)C=1NC=CN1.[Li]